5-(3-(benzylsulfonyl)-5-morpholinophenyl)-N-cyclopropylpyrimidin-2-amine C(C1=CC=CC=C1)S(=O)(=O)C=1C=C(C=C(C1)N1CCOCC1)C=1C=NC(=NC1)NC1CC1